acetone bisulfite sodium salt [Na+].S([O-])(O)=O.CC(=O)C